1,3,5-trifluorophenol FC1(CC(=CC(=C1)F)F)O